C(#N)C1CC2(C1)C[C@H](N(CC2)CC2=C1C=CNC1=C(C=C2OC)C)C2=CC=C(C(=O)N1C[C@H](CCC1)C(=O)O)C=C2 (S)-1-(4-((2R,4r,6S)-2-cyano-7-((5-methoxy-7-methyl-1H-indol-4-yl)methyl)-7-azaspiro[3.5]nonan-6-yl)benzoyl)piperidine-3-carboxylic acid